FC1=C(C=C(C=C1)OC)C=1C=C2CC(C(C2=CC1)NC(O[C@@H]1CN2CCC1CC2)=O)(C)C (S)-quinuclidin-3-yl (5-(2-fluoro-5-methoxyphenyl)-2,2-dimethyl-2,3-dihydro-1H-inden-1-yl)carbamate